3-[3-((3-chlorobenzyl)oxy)-5-methylphenoxy]-5-methylphenol ClC=1C=C(COC=2C=C(OC=3C=C(C=C(C3)C)O)C=C(C2)C)C=CC1